Ethyl 3-(1-methyl-1H-pyrazol-4-yl)-2,4-dioxo-1,2,3,4-tetrahydropyrimidine-5-carboxylate CN1N=CC(=C1)N1C(NC=C(C1=O)C(=O)OCC)=O